dimethylaminobutyrophenone CN(C)C(C(=O)C1=CC=CC=C1)CC